isohypophosphoric acid P(=O)(O)OP(=O)(O)O